C(CCCCC)SNP(N)(N)=O N-(n-hexyl)thio-phosphoric acid triamide